COC(=O)C1=NC=C(C=C1)C(=O)OC(C)(C)C pyridine-2,5-dicarboxylic acid 5-tert-butyl 2-methyl ester